(2-oxo-1,3-dioxolane-4-yl)methyl methacrylate C(C(=C)C)(=O)OCC1OC(OC1)=O